FC(OC1=CC=C(C=C1)N1N=C(C=2C1=NC=CC2C=C)C2CN(C2)C(=O)OC(C)(C)C)(F)F tert-butyl 3-(1-(4-(trifluoromethoxy)phenyl)-4-vinyl-1H-pyrazolo[3,4-b]pyridin-3-yl)azetidine-1-carboxylate